2-[(3R,4R,5S)-1-benzyl-4-fluoro-5-methyl-3-piperidinyl]ethoxy-tert-butyldiphenylsilane tert-butyl-(2R,5S)-5-(4-chlorobenzyl)-2-((2-ethoxy-2-oxoethoxy)methyl)morpholine-4-carboxylate C(C)(C)(C)OC(=O)N1C[C@@H](OC[C@@H]1CC1=CC=C(C=C1)Cl)COCC(=O)OCC.C(C1=CC=CC=C1)N1C[C@H]([C@@H]([C@H](C1)C)F)CCO[Si](C1=CC=CC=C1)(C1=CC=CC=C1)C(C)(C)C